FC(C1=NN(C(=C1)C(F)F)CC(=O)N1CCC(CC1)C=1SC=C(N1)C1=NO[C@H](C1)C1=C(C=CC=C1Cl)OS(=O)(=O)C)F methanesulfonic acid 2-{(5R)-3-[2-(1-{[3,5-bis(difluoromethyl)-1H-pyrazol-1-yl] acetyl}piperidin-4-yl)-1,3-thiazol-4-yl]-4,5-dihydro-1,2-oxazol-5-yl}-3-chlorophenyl ester